COC(=O)C=1N=C(SC1C#CCO[Si](C)(C)C(C)(C)C)NC(=O)OC(C)(C)C (tert-butoxycarbonylamino)-5-[3-[tert-butyl-(dimethyl)silyl]Oxyprop-1-ynyl]Thiazole-4-carboxylic acid methyl ester